ClC=1SC(=NN1)Cl 2,5-dichloro-1,3,4-thiadiazole